FC1(CCN(CC1)C1=C2C=C(NC2=NC=N1)C1=CC=C(C=C1)NC(=O)C1CCNCC1)F N-{p-[4-(4,4-difluoro-1-piperidyl)-1H-1,5,7-triazainden-2-yl]phenyl}-4-piperidinecarboxamide